BrC1=C(C=C(C=C1)S(=O)(=O)N1CCC1)OC 1-((4-bromo-3-methoxyphenyl)sulfonyl)azetidine